BrC1=C(C#N)C(=CC=C1)C1CC1 2-bromo-6-cyclopropyl-benzonitrile